2,5,7-trimethyl-3(2H)-benzofuranone CC1OC2=C(C1=O)C=C(C=C2C)C